2-{3-[(3R,5S)-3,5-dimethylpiperazin-1-yl]-1,2,4-triazin-6-yl}-5-(2,8-dimethyl[1,2,4]triazolo[1,5-b]pyridazin-6-yl)phenol dihydrochloride Cl.Cl.C[C@@H]1CN(C[C@@H](N1)C)C=1N=NC(=CN1)C1=C(C=C(C=C1)C=1C=C(C=2N(N1)N=C(N2)C)C)O